ethyl 1-(3-chloro-4-(methoxymethoxy)phenyl)-5-methyl-1H-1,2,3-triazole-4-carboxylate ClC=1C=C(C=CC1OCOC)N1N=NC(=C1C)C(=O)OCC